NC1=NC=CC(=C1)C[C@@H]1[C@H](N(C1=O)C(=O)N[C@H](CC)C1=CC(=C(C(=C1)C)F)C)C(=O)N(C)C=1N(C=CN1)C (2S,3R)-3-((2-aminopyridin-4-yl)methyl)-N2-(1-methyl-1H-imidazol-2-yl)-N1-((R)-1-(3,5-dimethyl-4-fluorophenyl)propyl)-N2-methyl-4-oxoazetidine-1,2-dicarboxamide